CN1C(=NC2=C1C=C(C=C2C)C2CCN(CC2)C2CC1CCC(C2)N1C1CCOCC1)C1=CC=C(C=C1)S(=O)(=O)C 1,4-dimethyl-2-(4-(methylsulfonyl)phenyl)-6-(1-(8-(tetrahydro-2H-pyran-4-yl)-8-azabicyclo[3.2.1]octan-3-yl)piperidin-4-yl)-1H-benzo[d]imidazole